C(C)OC(C1=CC(=CC=C1)CBr)=O 3-(bromomethyl)benzoic acid ethyl ester